COC(CC(C)C)(OC)C(C[SiH2]C)OCC 1,1-dimethoxy(ethoxy)-3,3-dimethyl-propyl-3-silabutane